6-((6-bromopyridin-2-yl)carbamoyl)-5-azaspiro[2.4]heptane BrC1=CC=CC(=N1)NC(=O)C1NCC2(CC2)C1